(p-Iodophenyl)methyl 6-methoxy-2-pyridinecarboxylate COC1=CC=CC(=N1)C(=O)OCC1=CC=C(C=C1)I